C(C)(C)C1=C(C=CC=C1)C1=NC=C2NC(N(C2=N1)CC1=CC=C(C=C1)C=1OC(=NN1)C)=O 2-(2-isopropylphenyl)-9-(4-(5-methyl-1,3,4-oxadiazol-2-yl)benzyl)-7,9-dihydro-8H-purin-8-one